(E)-Methyl-2-acetoxy-5-(3-(3-bromo-2-oxo-5,6-dihydropyridin-1(2H)-yl)-3-oxoprop-1-ene-1-yl)benzoate COC(C1=C(C=CC(=C1)\C=C\C(=O)N1C(C(=CCC1)Br)=O)OC(C)=O)=O